(E)-N-(2-(4-(Difluoromethyl)-2-hydroxybenzoyl)isoindolin-4-yl)-4-(dimethylamino)but-2-enamide FC(C1=CC(=C(C(=O)N2CC3=CC=CC(=C3C2)NC(\C=C\CN(C)C)=O)C=C1)O)F